O[C@H]1[C@@H](N(C1)C=1N=C(C2=C(N1)CCC2)C=2C=C(CNS(=O)(=O)C1CC1)C=CC2)C N-(3-(2-((2S,3R)-3-hydroxy-2-methylazetidin-1-yl)-6,7-dihydro-5H-cyclopenta[d]pyrimidin-4-yl)benzyl)cyclopropanesulfonamide